[Cl-].C1=CC=CC=2C3=CC=CC=C3C(C12)COC(=O)N1C[C@H](C[C@@H]1C(=O)O)OCC[N+](C)(C)C 2-(((3S,5R)-1-(((9H-fluoren-9-yl)methoxy)carbonyl)-5-carboxypyrrolidin-3-yl)oxy)-N,N,N-trimethylethan-1-aminium chloride